C1(CC[C@@H](C)O1)=O |r| racemic-γ-valerolactone